(E)-7-bromo-5-((1-methylpiperidin-4-yl)amino)-1-(2,2,2-trifluoroethyl)-1H-benzo[d]imidazole-2-carbaldehyde oxime BrC1=CC(=CC2=C1N(C(=N2)/C=N/O)CC(F)(F)F)NC2CCN(CC2)C